N-cyclopropyl-4-{1-[2,6-dichloro-4-(1,1,1,2,3,3,3-heptafluoropropan-2-yl)phenyl]-1H-pyrazol-4-yl}-1-methyl-1H-pyrrole-2-carboxamide C1(CC1)NC(=O)C=1N(C=C(C1)C=1C=NN(C1)C1=C(C=C(C=C1Cl)C(C(F)(F)F)(C(F)(F)F)F)Cl)C